[1-amino]-6-[(5-methyl-1H-pyrazol-3-yl)amino]pyridine-3-carbonitrile NN1CC(=CC=C1NC1=NNC(=C1)C)C#N